OCC1=CC2=C(N(C(N2C)=O)C2C(NC(CC2)=O)=O)C=C1 3-[5-(Hydroxymethyl)-3-methyl-2-oxo-benzimidazol-1-yl]piperidine-2,6-dione